(2R,4R)-2-(dimethylcarbamoyl)-4-(((S)-2-((2S,3S)-3-((S)-1-hydroxyethyl)-1-(2-((4-nitrobenzoyl)oxy)-2-oxoacetyl)-4-oxoazetidin-2-yl)propanoyl)thio)pyrrolidine CN(C(=O)[C@@H]1NC[C@@H](C1)SC([C@@H](C)[C@H]1N(C([C@@H]1[C@H](C)O)=O)C(C(=O)OC(C1=CC=C(C=C1)[N+](=O)[O-])=O)=O)=O)C